C(#N)C1=C(C=C(C(=O)O)C=C1)CC#N 4-cyano-3-(cyanomethyl)benzoic acid